4-(2-fluoro-6-methoxyphenyl)-N-(5-((4-methoxypyridin-2-yl)methoxy)-1,3,4-thiadiazol-2-yl)-6-methylnicotinamide FC1=C(C(=CC=C1)OC)C1=CC(=NC=C1C(=O)NC=1SC(=NN1)OCC1=NC=CC(=C1)OC)C